2-(3'-(3-(2-oxa-7-azaspiro[4.5]dec-7-yl)propoxy)-2,2'-dimethyl-[1,1'-biphenyl]-3-yl)-6,7-dihydrothiazolo[4,5-c]pyridine-5(4H)-carboxylic acid tert-butyl ester C(C)(C)(C)OC(=O)N1CC2=C(CC1)SC(=N2)C=2C(=C(C=CC2)C2=C(C(=CC=C2)OCCCN2CC1(CCOC1)CCC2)C)C